tert-butyl 2-[3-(diethylamino)-4-{2-[(2,3-dihydro-1H-inden-2-yl)amino]pyrimidin-5-yl}-1H-pyrazol-1-yl]acetate C(C)N(C1=NN(C=C1C=1C=NC(=NC1)NC1CC2=CC=CC=C2C1)CC(=O)OC(C)(C)C)CC